N-tributyl-N-methylammonium iodide CCCC[N+](C)(CCCC)CCCC.[I-]